2-hydroxy-phosphonoacetate OC(C(=O)[O-])P(=O)(O)O